4-(4-chlorophenyl)-3-(5-(4-chlorophenyl)-1-(3,3-difluoro-4-hydroxybutanoyl)-4,5-dihydro-1H-pyrazol-3-yl)quinolin-2(1H)-one ClC1=CC=C(C=C1)C1=C(C(NC2=CC=CC=C12)=O)C1=NN(C(C1)C1=CC=C(C=C1)Cl)C(CC(CO)(F)F)=O